C(#C)C=1C=CC(=C(C1)O)C=1N=NC(=CC1C(F)(F)F)NC1CN(CCC1)CCO 5-ethynyl-2-(6-((1-(2-hydroxyethyl)piperidin-3-yl)amino)-4-trifluoromethylpyridazin-3-yl)phenol